5-((4-carboxybenzyl)oxy)isophthalic acid C(=O)(O)C1=CC=C(COC=2C=C(C=C(C(=O)O)C2)C(=O)O)C=C1